N[C@H](C(=O)NC=1C=CC(=C(C(=O)N[C@H](C)C2=CC=CC3=CC=CC=C23)C1)C)CN 5-((S)-2,3-diaminopropanamido)-2-methyl-N-((R)-1-(naphthalen-1-yl)ethyl)benzamide